OC1=CC=C(C=C1)N(C(=O)C=1C=C(N2CCCCC12)C1=CC2=C(OCO2)C=C1C(=O)N1CC2=CC=CC=C2CC1CN1CCOCC1)C1=CC=CC=C1 N-(4-hydroxyphenyl)-3-(6-(3-(morpholinomethyl)-1,2,3,4-tetrahydroisoquinoline-2-carbonyl)benzo[d][1,3]dioxol-5-yl)-N-phenyl-5,6,7,8-tetrahydroindolizine-1-carboxamide